methanol-13C [13CH3]O